N[C@H](CC1=C(C=2N=NC=C(C2S1)NCC=1SC=CC1)Cl)C 6-[(2S)-2-aminopropyl]-7-chloro-N-[(thiophen-2-yl)methyl]thieno[3,2-c]pyridazin-4-amine